BrC1=CN=C(N1C)C1=CN(C2=NC=CC=C21)S(=O)(=O)C2=CC=C(C)C=C2 3-(5-bromo-1-methyl-1H-imidazol-2-yl)-1-tosyl-1H-pyrrolo[2,3-b]pyridine